(3'R)-2-bromo-6,7-dihydrospiro[pyrazolo[5,1-c][1,4]oxazine-4,3'-pyrrolidine] hydrochloride salt Cl.BrC1=NN2C(=C1)[C@@]1(CNCC1)OCC2